CS(=O)(=O)C1=CC(=C(C=C1)C(=C2C(=O)[C@@H]3CC[C@@H](C3)C2=O)O)Cl The molecule is a 3-[2-chloro-4-(methylsulfonyl)benzoyl]-4-hydroxybicyclo[3.2.1]oct-3-en-2-one that has (1R,5S) configuration. The herbicide benzobicyclon hydrolysate is a racemate consisting of equimolar amounts of this compound and its enantiomer. It is an enantiomer of a (1S,5R)-benzobicyclon hydrolysate.